naphthalene nitrate [N+](=O)(O)[O-].C1=CC=CC2=CC=CC=C12